N(=C=S)C1=CC(=C(C=C1)CN(C)C)C(F)(F)F 1-(4-isothiocyanato-2-(trifluoromethyl)phenyl)-N,N-dimethylmethanamine